4-(benzo[d][1,3]dioxol-5-yl)-N-(3-((4-fluorophenyl)sulfonylamino)-4-hydroxyphenyl)benzamide O1COC2=C1C=CC(=C2)C2=CC=C(C(=O)NC1=CC(=C(C=C1)O)NS(=O)(=O)C1=CC=C(C=C1)F)C=C2